FC=C(CF)F trans-1,2,3-trifluoropropylene